C1(CCCC1)C1=CC(=NC(=N1)C)OC=1C=C(C#N)C=CC1N1N=CC(=C1)N1C(CNCCC1)=O 3-(6-cyclopentyl-2-methylpyrimidin-4-yl)oxy-4-[4-(2-oxo-1,4-diazepan-1-yl)pyrazol-1-yl]benzonitrile